BrC1=CC=C(CCNC(OC(C)(C)C)=O)C=C1 tert-butyl 4-bromophenethylcarbamate